ClC1=CC=C(CN2C(=CC=C2)C(C)=O)C=C1 1-(1-(4-Chlorobenzyl)-1H-pyrrol-2-yl)ethan-1-one